tert-butyl (S)-2-(2-(1,3-dimethyl-1H-pyrazole-4-carbonyl)-6-(3-methyl-1H-pyrrolo[2,3-b]pyridin-5-yl)-1,2,3,4-tetrahydroisoquinolin-8-yl)pyrrolidine-1-carboxylate CN1N=C(C(=C1)C(=O)N1CC2=C(C=C(C=C2CC1)C=1C=C2C(=NC1)NC=C2C)[C@H]2N(CCC2)C(=O)OC(C)(C)C)C